4-Chloro-6,7-bis(2-methoxyethoxy)quinazoline Ethyl-7-{2,2-difluoro-7-azaspiro[3.5]nonan-6-yl}-1-{[2-(trimethylsilyl)ethoxy]methyl}indazole-4-carboxylate C(C)OC(=O)C=1C=2C=NN(C2C(=CC1)C1CC2(CC(C2)(F)F)CCN1)COCC[Si](C)(C)C.ClC1=NC=NC2=CC(=C(C=C12)OCCOC)OCCOC